(S)-4-(4-((3,3-difluorocyclobutyl)methyl)-1-((5-methoxy-7-methyl-1H-indol-4-yl)methyl)piperazin-2-yl)benzoic acid FC1(CC(C1)CN1C[C@@H](N(CC1)CC1=C2C=CNC2=C(C=C1OC)C)C1=CC=C(C(=O)O)C=C1)F